2-(3,6-dihydro-2H-pyran-4-yl)-N-(8-methoxy-4-methyl-2-oxo-1H-quinolin-6-yl)-5,7-dihydrofuro[3,4-b]pyridine-3-carboxamide O1CCC(=CC1)C1=C(C=C2C(=N1)COC2)C(=O)NC=2C=C1C(=CC(NC1=C(C2)OC)=O)C